C(C(=C)C)(=O)O.C1(=CC=CC2=CC3=CC=CC=C3C=C12)C1=CC=CC2=CC3=CC=CC=C3C=C12 bianthracenyl methacrylate